(S)-1-phenylethyl-amine C1(=CC=CC=C1)[C@H](C)N